[V+4].C1(=CC=CC=C1)C=1C2=CC=C(N2)C(=C2C=CC(C(=C3C=CC(=C(C=4C=CC1N4)C4=CC=CC=C4)N3)C3=CC=CC=C3)=N2)C2=CC=CC=C2 5,10,15,20-tetraphenyl-21H,23H-porphyrin vanadium(IV)